1,1'-carbonylbis(4-tert-butoxycarbonylpiperazine) C(=O)(N1CCN(CC1)C(=O)OC(C)(C)C)N1CCN(CC1)C(=O)OC(C)(C)C